C(C)(C)(C)OC(=O)N1CC(C1)(C)N1C=C(C(=CC1=O)NC1CCN(CC1)C)C(=O)[O-].[Li+] lithium 1-(1-(tert-butoxycarbonyl)-3-methylazetidin-3-yl)-4-((1-methylpiperidin-4-yl) amino)-6-oxo-1,6-dihydropyridine-3-carboxylate